C1=CC=C(C2=CC=CC=C12)C=1C2=CC=CC=C2C(=C2C=CC=CC12)C1=CC=CC2=CC=CC=C12 9,10-bis(4-naphthyl)anthracene